FC(C(C(C(C(C(C(C(=O)O)(F)F)(F)F)(F)F)(F)F)(F)F)(F)F)(F)F pentadecafluorocaprylic acid